C12C(CC(C2C(CC1C(=O)O)C(=O)O)C(=O)O)C(=O)O bicyclo[3.3.0]octane-2,4,6,8-tetracarboxylic acid